Tert-butyl N-[(1S)-2-(3-carbamimidoylphenyl)-1-{[(1S,2S)-2-methyl-1-(methylcarbamoyl)butyl] carbamoyl}ethyl]carbamate C(N)(=N)C=1C=C(C=CC1)C[C@@H](C(N[C@@H]([C@H](CC)C)C(NC)=O)=O)NC(OC(C)(C)C)=O